N-(bis(3-(tributylsilyl)phenyl)phosphaneyl)-N-cyclohexyl-1,1-bis(4-(tripropylsilyl)phenyl)phosphanamine C(CCC)[Si](C=1C=C(C=CC1)P(N(P(C1=CC=C(C=C1)[Si](CCC)(CCC)CCC)C1=CC=C(C=C1)[Si](CCC)(CCC)CCC)C1CCCCC1)C1=CC(=CC=C1)[Si](CCCC)(CCCC)CCCC)(CCCC)CCCC